FC(OC1=C(C=NC(=C1)C)NC(N(C1CCNCC1)C1=C(C=CC=C1)C(C)C)=O)F 3-(4-(difluoromethoxy)-6-methylpyridin-3-yl)-1-(2-isopropylphenyl)-1-(piperidin-4-yl)urea